NC1=CC=C(C=C1)CC1=C(C=C(C=C1)N)CC(C)C 4-((4-aminophenyl)methyl)-3-isobutylbenzenamine